N-[(3,4-dichlorophenyl)methyl]-N-ethylacetamid ClC=1C=C(C=CC1Cl)CN(C(C)=O)CC